ClC1=NC(=CC(=C1NC(CC(C)(C)C)=O)OC)N1CCOCC1 N-(2-Chloro-4-methoxy-6-morpholin-4-yl-pyridin-3-yl)-3,3-dimethylbutyramide